Benzyl (3-(4-(2-(2,6-dioxopiperidin-3-yl)-1-oxoisoindolin-5-yl)piperazin-1-yl)propyl)carbamate O=C1NC(CCC1N1C(C2=CC=C(C=C2C1)N1CCN(CC1)CCCNC(OCC1=CC=CC=C1)=O)=O)=O